C(#N)C1=CC=C(CNC(=O)C=2C(N(C3=C(N=CC=C3C2)OCC2(CC2)S(N[C@@H](CO)C2=CC=CC=C2)(=O)=O)C)=O)C=C1 (R)-N-(4-cyanobenzyl)-8-((1-(N-(2-hydroxy-1-phenylethyl)sulfamoyl)cyclopropyl)methoxy)-1-methyl-2-oxo-1,2-dihydro-1,7-naphthyridine-3-carboxamide